C(CCCCCCC)S(=O)(=O)ON=C(C1=CC=C(C=C1)OC)C#N α-(octylsulfonyloxyimino)-4-methoxybenzylcyanide